CC1=CC2=C(C(NC=C2)=O)N1S(=O)(=O)C1=CC=C(C)C=C1 methyl-1-tosyl-1,6-dihydro-7H-pyrrolo[2,3-c]pyridin-7-one